4-((4-(4-(1H-1,2,3-triazol-1-yl)butyl)phenoxy)methyl)oxazole N1(N=NC=C1)CCCCC1=CC=C(OCC=2N=COC2)C=C1